(R)-7-ethoxy-6-methoxy-1-(2-(5-methoxy-1H-indol-3-yl)ethyl)-3,4-dihydroisoquinoline-2(1H)-formaldehyde C(C)OC1=C(C=C2CCN([C@@H](C2=C1)CCC1=CNC2=CC=C(C=C12)OC)C=O)OC